OC1C(C(C=2C(C3(C(C(C12)=O)(C)O)CC3)(C)O)O)(C)CO 1',3',4',6'-tetrahydroxy-2'-(hydroxymethyl)-2',4',6'-trimethyl-1',2',3',4'-tetrahydrospiro[cyclopropane-1,5'-inden]-7'(6'H)-one